CN1CC(C1)(C)[C@@](C=1C=C(C=NC1)C1=NOC(=N1)[C@@H]1CC(NCC1)=O)(C1=CC=C(C=C1)C(C)C)O (S)-4-(3-{5-[(R)-(1,3-Dimethyl-azetidin-3-yl)-hydroxy-(4-isopropyl-phenyl)-methyl]-pyridin-3-yl}-[1,2,4]oxadiazol-5-yl)-piperidin-2-one